wybutosine [C@@H]1([C@H](O)[C@H](O)[C@@H](CO)O1)N1C=NC=2C(=O)N3C(CC[C@@H](C(=O)OC)NC(=O)OC)=C(C)N=C3N(C)C21